ClC=1N=C(NC1[C@H]1[C@H](CN(CC1)S(=O)(=O)C1CC(C1)C(=O)N)C)C1=NC=C(C=C1)F 3-[[(3R,4R)-4-[4-Chloro-2-(5-fluoro-2-pyridyl)-1H-imidazol-5-yl]-3-methyl-1-piperidyl]sulfonyl]cyclobutanecarboxamide